ClC=1C=CC=C2C(C=C(OC12)C=1C(=CC2=C(OCO2)C1)OCCC(=O)O)=O 3-[[6-(8-chloro-4-oxo-chromen-2-yl)-1,3-benzodioxol-5-yl]oxy]propanoic acid